C(C1=CC=CC=C1)OC1=NC(=CC=C1C=1C=NN2C1C=C(C=C2)Br)OCC2=CC=CC=C2 3-(2,6-bis(benzyloxy)pyridin-3-yl)-5-bromopyrazolo[1,5-a]pyridine